CC1(N[C@H](CNC1)C)C (S)-2,2,6-trimethylpiperazine